N1=CC(=CC=C1)C1(C2=CC=CC=C2C=2C=CC(=CC12)C=1C=C(C=CC1)C1=CC(=CC=C1)C1=NC2=C3N=CC=CC3=CC=C2C=C1)C=1C=NC=CC1 2-(3'-(9,9-di(pyridin-3-yl)-9H-fluoren-2-yl)-[1,1'-biphenyl]-3-yl)-1,10-phenanthroline